2-(4-(3-(pyridin-3-yl)propoxy)phenyl)ethylamine N1=CC(=CC=C1)CCCOC1=CC=C(C=C1)CCN